FC(CCC[C@](CC(=O)[O-])(C)O)(F)F (3S)-7,7,7-trifluoro-3-hydroxy-3-methylheptanoate